tert-butyl 5-bromo-4-(hydroxymethyl)-7-methyl-1H-indole-1-carboxylate BrC=1C(=C2C=CN(C2=C(C1)C)C(=O)OC(C)(C)C)CO